3-(5,6-dihydro-4H-pyrrolo[3,2,1-ij]quinolin-1-yl)-2-nitrogalacto-ose C1(=CN2CCCC3=CC=CC1=C23)[C@]([C@](C=O)(O)[N+](=O)[O-])(O)[C@@H](O)[C@H](O)CO